4-(Benzothiazol-6-yl)-5-fluoro-N-(5-(piperazin-1-ylmethyl)pyridin-2-yl)pyrimidin-2-amine hydrochloride Cl.S1C=NC2=C1C=C(C=C2)C2=NC(=NC=C2F)NC2=NC=C(C=C2)CN2CCNCC2